1-(2-fluoro-6-(trifluoromethyl)benzyl)-3,3-dimethyl-2-oxo-N-(2,4,6-trifluorobenzyl)indoline-6-carboxamide FC1=C(CN2C(C(C3=CC=C(C=C23)C(=O)NCC2=C(C=C(C=C2F)F)F)(C)C)=O)C(=CC=C1)C(F)(F)F